5-[(1R)-1-{5-azaspiro[2.4]heptan-5-yl}ethyl]-2-(3-{3-[(4-methyl-1,2,4-triazol-3-yl)methyl]oxetan-3-yl}phenyl)-7-(trifluoromethyl)-1,3-benzoxazole C1CC12CN(CC2)[C@H](C)C=2C=C(C1=C(N=C(O1)C1=CC(=CC=C1)C1(COC1)CC1=NN=CN1C)C2)C(F)(F)F